CC1(OB(OC1(C)C)C1=CC=C(OCC2OCCN(C2)C(C)=O)C=C1)C 1-(2-((4-(4,4,5,5-tetramethyl-1,3,2-dioxaborolan-2-yl)phenoxy)methyl)morpholino)ethan-1-one